CN1CCN(CC1)C1=CC(=CC=C1)C=1OC=C(N1)C1=CC2=C(OCCO2)C=C1 1-Methyl-4-{3-[4-(2,3-dihydro-1,4-benzodioxin-6-yl)-1,3-oxazol-2-yl]phenyl}piperazine